NCC=1SC(=C(N1)C)OC1=CC=C(C=C1)N1N=CN(C1=O)CC1=C(C=CC=C1F)F 2-(4-((2-(aminomethyl)-4-methylthiazol-5-yl)oxy)phenyl)-4-(2,6-difluorobenzyl)-2,4-dihydro-3H-1,2,4-triazol-3-one